C(C)(=O)[O-].C1(=CC=CC=C1)P(C1=CC=CC=C1)(C1=CC=CC=C1)=[N+]=P(C1=CC=CC=C1)(C1=CC=CC=C1)C1=CC=CC=C1 bis(triphenylphosphine-ylidene)-ammonium acetate